C(=C)[Si](OC1=CCCC1)(OC1=CCCC1)OC1=CCCC1 vinyl-tris(1-cyclopenten-1-yloxy)silane